CC1=CC=C(C=C1)S(=O)(=O)OC1=CC(=C(C(=C1C)OCC1=CC=CC=C1)C(=O)N1CC2=CC=C(C=C2C1)CN1CCN(CC1)CCOCCOCCOCCNC(OC(C)(C)C)=O)OS(=O)(=O)C1=CC=C(C=C1)C 5-(benzyloxy)-4-(5-((4-(2,2-dimethyl-4-oxo-3,8,11,14-tetraoxa-5-azahexadecan-16-yl)piperazin-1-yl)methyl)isoindoline-2-carbonyl)-6-methyl-1,3-phenylene bis(4-methylbenzenesulfonate)